C(=O)C=1C(=C(C(=NC1)C(=O)NCC(=O)OCC)O)C ethyl (5-formyl-3-hydroxy-4-methylpicolinoyl)glycinate